4-methyl-5-oxo-1-phenyl-4,5-dihydro-1H-1,2,4-triazole-3-carboxylic acid CN1C(=NN(C1=O)C1=CC=CC=C1)C(=O)O